ClC=1C=C(CO[C@@H]2C[C@H](C2)C(=O)NCC2=C(C(=C(C=C2)C(F)(F)F)C=2NC(C=C(N2)C(F)F)=O)F)C=CC1 trans-3-[(3-chlorobenzyl)oxy]-N-{3-[4-(difluoromethyl)-6-oxo-1,6-dihydropyrimidin-2-yl]-2-fluoro-4-(trifluoromethyl)benzyl}cyclobutane-1-carboxamide